[Cl-].[Cl-].[Ti+2] Titanium Dichloride